ethyl 6-[6-(difluoromethyl) pyridin-3-yl]-3-oxo-2,3-dihydropyridazine-4-carboxylate FC(C1=CC=C(C=N1)C=1C=C(C(NN1)=O)C(=O)OCC)F